5-(7-(difluoromethyl)-6-(1-methyl-1H-pyrazol-4-yl)-3,4-dihydroquinolin-1(2H)-yl)-1-((2-(trimethylsilyl)ethoxy)methyl)-1H-indole-3-carboxylic acid FC(C1=C(C=C2CCCN(C2=C1)C=1C=C2C(=CN(C2=CC1)COCC[Si](C)(C)C)C(=O)O)C=1C=NN(C1)C)F